NC1=C(C=NN1CC(F)F)C(=O)N1C[C@@]2(CCC1)C1=C(NC(O2)=O)C=CC(=C1F)Cl (R)-1'-(5-Amino-1-(2,2-difluoroethyl)-1H-pyrazole-4-carbonyl)-6-chloro-5-fluorospiro[benzo[d][1,3]oxazine-4,3'-piperidin]-2(1H)-one